F[C@@H]1[C@@H](CN(CC1)CC=1C=C(C=2N(C1)C(=CN2)C)C(=O)NC2=CC(=CC=C2)C2(CC(C2)C)C2=NN=CN2C)C 6-(((3R,4S)-4-fluoro-3-methylpiperidin-1-yl)methyl)-3-methyl-N-(3-((1s,3S)-3-methyl-1-(4-methyl-4H-1,2,4-triazol-3-yl)cyclobutyl)phenyl)imidazo[1,2-a]pyridine-8-carboxamide